BrC=1C=CC2=C(N=C(O2)C2CCNCC2)C1 5-bromo-2-(piperidin-4-yl)-1,3-benzoxazole